tripropyl-triallylcyclotrisiloxane C(CC)[Si]1(O[Si](O[Si](O1)(CC=C)CCC)(CC=C)CCC)CC=C